1-isopropyl-7-(methylthio)-3,4-dihydropyrimido[4,5-d]pyrimidin-2(1H)-one C(C)(C)N1C(NCC=2C1=NC(=NC2)SC)=O